(E)-farnesol OC\C=C(/C)\CCC=C(C)CCC=C(C)C